BrC1=C(C=C2C=CN(C2=C1C)C(=O)OC(C)(C)C)F tert-butyl 6-bromo-5-fluoro-7-methyl-1H-indole-1-carboxylate